2-hydroxy-N,N-dimethylbenzamide OC1=C(C(=O)N(C)C)C=CC=C1